3-[(3-dibutylaminopropyl)dimethylsilyl]styrene C(CCC)N(CCC[Si](C=1C=C(C=C)C=CC1)(C)C)CCCC